2,6-dichloro-4-(4-methoxypiperidin-1-yl)pyridine tert-butyl-4-[2-(2-fluoropyridin-3-yl)-1,3-dithian-2-yl]-4-hydroxypiperidine-1-carboxylate C(C)(C)(C)OC(=O)N1CCC(CC1)(O)C1(SCCCS1)C=1C(=NC=CC1)F.ClC1=NC(=CC(=C1)N1CCC(CC1)OC)Cl